ClCC(=O)NC=1C=C(C=CC1)S(=O)(=O)NC(=O)C=1C=C(C(=O)O)C=CN1 2-(((3-(2-chloroacetylamino)phenyl)sulfonyl)carbamoyl)isonicotinic acid